NC=1C2=C(N=CN1)N(C=C2C2CCN(CC2)C(C)=O)[C@H]2[C@@H]([C@@H]([C@H](C2)CNCCCNCCC2=CC=CC=C2)O)O 1-(4-{4-amino-7-[(1R,2S,3R,4R)-2,3-dihydroxy-4-[{{3-[(2-phenylethyl)amino]propyl}amino}methyl]cyclopentyl]pyrrolo[2,3-d]pyrimidin-5-yl}piperidin-1-yl)ethanone